2-(4-(2-(2-acetyl-5-chlorophenyl)-3-methoxy-6-oxopyridazin-1(6H)-yl)-3-phenylpropionamido)benzoic acid C(C)(=O)C1=C(C=C(C=C1)Cl)N1N(C(C=CC1OC)=O)C1=CC=C(C=C1)CCC(=O)NC1=C(C(=O)O)C=CC=C1